1-(Tert-butyl)-3-vinyl-1H-pyrazole-4-carboxylic acid ethyl ester C(C)OC(=O)C=1C(=NN(C1)C(C)(C)C)C=C